2,2'-(6-(trifluoromethyl)imidazo[1,5-a]Pyridine-1,3-diyl)diphenol FC(C=1C=CC=2N(C1)C(=NC2C2=C(C=CC=C2)O)C2=C(C=CC=C2)O)(F)F